[Ca+2].C(CCC)C1CC(C(CC1)C(=O)[O-])C(=O)[O-] 4-n-butyl-cyclohexane-1,2-dicarboxylic acid, calcium salt